tert-butyl ((4-methyl-2-(((1S*,2S*)-2-(2-oxoethyl)cyclohexyl)oxy)phenyl)sulfonyl)-L-prolinate CC1=CC(=C(C=C1)S(=O)(=O)N1[C@@H](CCC1)C(=O)OC(C)(C)C)O[C@@H]1[C@@H](CCCC1)CC=O |o1:23,24|